tert-butyl (E)-3-(dimethylamino)acrylate CN(/C=C/C(=O)OC(C)(C)C)C